C(C)(C)(C)OC(=O)N1CCC(CC1)(C)C1=NOC[C@H](O1)COC(C)=O |r| rac-4-[5-(acetoxymethyl)-5,6-dihydro-1,4,2-dioxazin-3-yl]-4-methyl-piperidine-1-carboxylic acid tert-butyl ester